FC(C=1C(=C(C=CC1)[C@@H](C)NC1=C2C=C(C(N(C2=NC=C1)C)=O)N1CCOCC1)F)F (R)-5-((1-(3-(difluoromethyl)-2-fluorophenyl)ethyl)amino)-1-methyl-3-morpholino-1,8-naphthyridin-2(1H)-one